tert-butyl 4-[2-benzyloxy-4-(2,4-dioxohexahydropyrimidin-1-yl)phenyl]piperazine-1-carboxylate C(C1=CC=CC=C1)OC1=C(C=CC(=C1)N1C(NC(CC1)=O)=O)N1CCN(CC1)C(=O)OC(C)(C)C